COC1=CC=C(C=C1)CN1C(CN(C2=C(C=CC=C12)C)S(=O)(=O)C1=C(C=C(C=C1)C=1C=NN(C1)C)C)C 1-[(4-methoxyphenyl)methyl]-2,5-dimethyl-4-[2-methyl-4-(1-methylpyrazol-4-yl)phenyl]sulfonyl-2,3-dihydroquinoxaline